6-(hydroxymethyl)-2-methoxy-7-azaspiro[3.5]nonane-7-carboxylic acid tert-butyl ester C(C)(C)(C)OC(=O)N1C(CC2(CC(C2)OC)CC1)CO